(3-(4-amino-1-(3-methyloxetan-3-yl)-1H-pyrazolo[3,4-d]pyrimidin-3-yl)-5-cyclopropylisoxazol-4-yl)boronic acid NC1=C2C(=NC=N1)N(N=C2C2=NOC(=C2B(O)O)C2CC2)C2(COC2)C